C(#C)C=1SC=C(N1)C(=O)NCCC1=CC=C(C=C1)C1=CC(=CC=2N=CSC21)C(=O)OC Methyl 7-(4-(2-(2-ethynylthiazole-4-carboxamido)ethyl)phenyl)benzo[d]thiazole-5-carboxylate